β-methylglutaraldehyde CC(CC=O)CC=O